(R)-1-(benzoxazolyl)-1-(2-furyl)-1-ethanol O1C(=NC2=C1C=CC=C2)[C@](C)(O)C=2OC=CC2